FC1=C(OCC(=O)N2CC3=CC=CC=C3C(C2)C=2C=NN(C2C)C)C=CC(=C1)F 2-(2,4-difluorophenoxy)-1-[4-(1,5-dimethylpyrazol-4-yl)-3,4-dihydro-1H-isoquinolin-2-yl]ethanone